COC1=CC=C(CN(C2=C(C=C(C=N2)O)OC)CC2=CC=C(C=C2)OC)C=C1 6-(bis(4-methoxybenzyl)amino)-5-methoxypyridin-3-ol